C=12NNNC3=NN=CC=C3C3CCC(CCC(CC(C=CC1)=C2)C(=O)O)C3 pentaazatetracyclo[17.3.1.111,14.05,10]tetracosa-1(22),5,7,9,19(23),20-hexaene-17-carboxylic acid